N1C=C(C2=CC=CC=C12)CCCC(=O)[O-] indole-3-butyrate